BrC1=CC(=CC=C1)COC1=CC=C(C=C1)CBr 1-bromo-3-((4-(bromomethyl)phenoxy)methyl)benzene